4-fluorobenzoic acid ethyl ester C(C)OC(C1=CC=C(C=C1)F)=O